OC/C=C/COC=1C=C(C(=O)O)C=CC1 (E)-3-((4-Hydroxybut-2-en-1-yl)oxy)benzoic acid